N-[(3R)-1-(1-HYDROXY-2-METHYLPROPAN-2-YL)PIPERIDIN-3-YL]-2-(8-ISOPROPYL-5-OXOTHIENO[3',2':4,5]PYRROLO[1,2-D][1,2,4]TRIAZIN-6(5H)-YL)ACETAMIDE OCC(C)(C)N1C[C@@H](CCC1)NC(CN1N=C(N2C(C1=O)=CC1=C2SC=C1)C(C)C)=O